COCOC=1C=C2C(N(C=NC2=CC1B(O)O)CC(F)(F)F)=O (6-(methoxymethyloxy)-4-oxo-3-(2,2,2-trifluoroethyl)-3,4-dihydroquinazolin-7-yl)boronic acid